(S)-9-benzyl-8-(2-chloro-4-((1-methylazepan-4-yl)oxy)phenyl)-6-(1-methylcyclopropoxy)-9H-purine C(C1=CC=CC=C1)N1C2=NC=NC(=C2N=C1C1=C(C=C(C=C1)O[C@@H]1CCN(CCC1)C)Cl)OC1(CC1)C